C(C)(C)(C)OC(=O)N1C(CNC(C1)C)C 2,5-Dimethylpiperazine-1-carboxylic acid tert-butyl ester